COCC(C)NC1=NC(=NC(=N1)NC1=CC=NC=C1)C1=CC=CC=C1 N2-(1-methoxypropan-2-yl)-6-phenyl-N4-(pyridin-4-yl)-1,3,5-triazine-2,4-diamine